OCCC=1C=C(CN2C(NC(CC2)=O)=O)C=CC1 1-(3-(2-hydroxyethyl)benzyl)dihydropyrimidine-2,4(1H,3H)-dione